N-[9-[(2R,6S)-6-[[bis(4-methoxyphenyl)-phenyl-methoxy]methyl]-4-cyclohexyl-6-(triisopropylsilyloxymethyl)morpholin-2-yl]-6-oxo-1H-purin-2-yl]-2-methyl-propionamide COC1=CC=C(C=C1)C(OC[C@]1(O[C@H](CN(C1)C1CCCCC1)N1C=2N=C(NC(C2N=C1)=O)NC(C(C)C)=O)CO[Si](C(C)C)(C(C)C)C(C)C)(C1=CC=CC=C1)C1=CC=C(C=C1)OC